2-(4-(4-(1-aminocyclobutyl)-1-oxo-1,2-dihydrophthalazin-6-yl)-1-methyl-1H-pyrazol-5-yl)benzo[b]thiophene-3-carbonitrile NC1(CCC1)C1=NNC(C2=CC=C(C=C12)C=1C=NN(C1C1=C(C2=C(S1)C=CC=C2)C#N)C)=O